1-[3-(2-chloro-6-methyl-4-pyridinyl)-2-(3-cyanophenyl)pyrazolo[1,5-a]pyrimidin-5-yl]-3-[(3R)-pyrrolidin-3-yl]urea ClC1=NC(=CC(=C1)C=1C(=NN2C1N=C(C=C2)NC(=O)N[C@H]2CNCC2)C2=CC(=CC=C2)C#N)C